ClC1=C(C=CC=C1)C1=NN(C2=CC(=CC=C12)NC1CCN(CC1)C1=NC2=C(N1C(F)F)C=CC=C2)C 3-(2-chlorophenyl)-N-(1-(1-(difluoromethyl)-1H-benzo[d]imidazol-2-yl)piperidin-4-yl)-1-methyl-1H-indazol-6-amine